2,4,5-trimethylbenzophenone CC1=C(C(=O)C2=CC=CC=C2)C=C(C(=C1)C)C